5-(4-Chloro-1H-indol-7-yl)-N-(1,2-dimethylpiperidin-4-yl)-N-methyl[1,3]thiazolo[5,4-d][1,3]thiazol-2-amin ClC1=C2C=CNC2=C(C=C1)C=1SC2=C(N1)SC(=N2)N(C)C2CC(N(CC2)C)C